3-(4-bromo-2-(2-methyl-2H-[1,2,4]triazol-3-yl)-thiazol-5-yl)-7-(1-ethyl-propyl)-2,5-dimethyl-pyrazolo[1,5-a]pyrimidine BrC=1N=C(SC1C=1C(=NN2C1N=C(C=C2C(CC)CC)C)C)C=2N(N=CN2)C